ClC1=C(C(=O)NC(NC2=C(C=CC=C2)C#C)=O)C=CC(=N1)C(F)(F)F 2-chloro-N-((2-ethynylphenyl)carbamoyl)-6-(trifluoromethyl)nicotinamide